O=C1NC(CCC1N1C(C2=CC=C(C=C2C1=O)N1CC(C1)CN1C(C=C(C=C1)C1=CC=C(C=C1)N(C(C)=O)C1CCC(CC1)NC1=NC2=CC=CC=C2C=N1)=O)=O)=O N-(4-(1-((1-(2-(2,6-dioxopiperidin-3-yl)-1,3-dioxoisoindolin-5-yl)azetidin-3-yl)methyl)-2-oxo-1,2-dihydropyridin-4-yl)phenyl)-N-((1r,4r)-4-(quinazolin-2-ylamino)cyclohexyl)acetamide